(E)-1-methyl-1H-pyrazole-4-carbaldehyde oxime CN1N=CC(=C1)/C=N/O